C(C1=CC=CC=C1)N(C(=O)N)C 1-benzyl-1-methylurea